C(C)C=1C=NC2=CC(=CN=C2C1)CN1CCC(=CC1)C=1N=CC=2N(C1)C=C(N2)CC 3-ethyl-7-((4-(2-ethylimidazo[1,2-a]pyrazin-6-yl)-3,6-dihydropyridin-1(2H)-yl)methyl)-1,5-naphthyridin